(2R)-2-((tetrahydro-2H-pyran-2-yl)oxy)pentan O1C(CCCC1)O[C@H](C)CCC